ClC=1C=C(C=CC1Cl)S(=O)(=O)N1CCC(CC1)N1C2=C(N(C(C1=O)=O)C)C=CC=N2 4-(1-((3,4-dichlorophenyl)sulfonyl)piperidin-4-yl)-1-methyl-1,4-dihydropyrido[2,3-b]pyrazine-2,3-dione